2-(2-(2-(4-(2-(((5r,8r)-4-hydroxy-3-mesityl-2-oxo-1-oxaspiro[4.5]dec-3-en-8-yl)oxy)ethyl)piperazin-1-yl)ethoxy)ethoxy)acetic acid OC1=C(C(OC12CCC(CC2)OCCN2CCN(CC2)CCOCCOCC(=O)O)=O)C2=C(C=C(C=C2C)C)C